CC1=C[C@@]23CC[C@H]4[C@]([C@@H]2CC[C@@H]1C3)(C[C@@H](CC4(C)C)O)C The molecule is an ent-kaurane diterpenoid in which the ent-kaurane skeleton has a double bond at C-15 and carries a beta-configured hydroxy group at C-2.